ethyl 4-(furan-2-yl)-2,4-dioxobutyrate O1C(=CC=C1)C(CC(C(=O)OCC)=O)=O